(1r,3r)-3-(cyanoamino)-N-[5-cyclohexyl-4-(methoxymethyl)-1,3-thiazol-2-yl]cyclobutane-1-carboxamide C(#N)NC1CC(C1)C(=O)NC=1SC(=C(N1)COC)C1CCCCC1